FC=1C(=C(C=CC1)NC(=O)[C@H]1C(N(C[C@@H]1C=1N(N=C(C1)C(F)(F)F)C)C)=O)C(F)(F)F (3S,4R)-N-[3-fluoro-2-(trifluoromethyl)phenyl]-1-methyl-4-[2-methyl-5-(trifluoromethyl)pyrazol-3-yl]-2-oxo-pyrrolidine-3-carboxamide